[Ta].[Sn].[Ti] titanium tin tantalum